4-(4-(2,2-DIFLUOROETHYL)PIPERAZIN-1-YL)CYCLOHEXAN-1-AMINE TRIS(2,2,2-TRIFLUOROACETATE) FC(C(=O)O)(F)F.FC(C(=O)O)(F)F.FC(C(=O)O)(F)F.FC(CN1CCN(CC1)C1CCC(CC1)N)F